C(C1=CC=CC=C1)C(C(=O)O)(C(=O)O)OC[C@H]1O[C@H]([C@@H]([C@@]1(O)C#C)O)N1C2=NC(=NC(=C2N=C1)NCCN(CC)CC)Cl 2-benzyl-2-(((2R,3S,4R,5R)-5-(2-chloro-6-((2-(diethylamino)ethyl)-amino)-9H-purin-9-yl)-3-ethynyl-3,4-dihydroxytetrahydrofuran-2-yl)methoxy)-malonic acid